[Ni].[V].[Cr] chromium-vanadium nickel